N-(7-cyano-7-azabicyclo[2.2.1]heptan-2-yl)acetamide C(#N)N1C2C(CC1CC2)NC(C)=O